CN(C)CC1(CC1)COC=1N=C(C2=C(N1)CN(CC2)C2=CC(=CC1=CC=C(C(=C21)CC)F)O)N2CC1(CNC(N1)=O)CCC2 7-(2-((1-((dimethylamino)methyl)cyclopropyl)methoxy)-7-(8-ethyl-7-fluoro-3-hydroxynaphthalen-1-yl)-5,6,7,8-tetrahydropyrido[3,4-d]pyrimidin-4-yl)-1,3,7-triazaspiro[4.5]decan-2-one